1-(methylsulfonyl)indoline-6-carboxylic acid CS(=O)(=O)N1CCC2=CC=C(C=C12)C(=O)O